FC(S(=O)(=O)OC1=C(CN(CC1)C(=O)OC(C)(C)C)C(=O)OCC)(F)F 1-tert-Butyl 3-ethyl 4-(((trifluoromethyl)sulfonyl)oxy)-5,6-dihydropyridine-1,3(2H)-dicarboxylate